1-(cyclopropylmethyl)-5-hydroxy-N-methyl-2-oxo-2,3-dihydro-1H-benzo[b]azepine-4-carboxamide C1(CC1)CN1C2=C(C(=C(CC1=O)C(=O)NC)O)C=CC=C2